4-((4bS,5R,6S,7aR)-6-((tert-butylamino)methyl)-4b,5-dihydroxy-4-methoxy-7-phenyl-4b,5,6,7-tetrahydro-7aH-cyclopenta[4,5]furo[2,3-c]pyridin-7a-yl)benzonitrile C(C)(C)(C)NC[C@@H]1C([C@]2([C@](C3=C(C=NC=C3OC)O2)([C@@H]1O)O)C1=CC=C(C#N)C=C1)C1=CC=CC=C1